OC1=C(C=C(C=C1)C=CC(C=CC1=CC(=C(C=C1)O)OC)=O)OC 1,5-bis(4-hydroxy-3-methoxyphenyl)penta-1,4-dien-3-one